C(C)(C)(C)OOC(C)(C)C Tertiary butyl peroxide